diethyl ((3-bromo-5-(4H-1,2,4-triazol-3-yl)benzo[b]thiophen-2-yl)difluoromethyl)phosphonate BrC=1C2=C(SC1C(F)(F)P(OCC)(OCC)=O)C=CC(=C2)C2=NN=CN2